((S)-1-(6-((6-((R)-3-(2-ethoxyphenoxy)piperidin-1-yl)pyrazin-2-yl)amino)pyridin-2-yl)piperidin-3-yl)acetic acid C(C)OC1=C(O[C@H]2CN(CCC2)C2=CN=CC(=N2)NC2=CC=CC(=N2)N2C[C@@H](CCC2)CC(=O)O)C=CC=C1